ClC1=C(N=C(N1C1=C(C=C(C=C1)CC(C)C)OC)CC)C(=O)NCC1(CCC(CC1)S(=O)(=O)C)O 5-Chloro-2-ethyl-N-(((1s,4S)-1-hydroxy-4-(methylsulfonyl)cyclohexyl)methyl)-1-((S*)-4-isobutyl-2-methoxyphenyl)-1H-imidazole-4-carboxamide